6-[methyl-[1-[5-(trifluoromethoxy)pyrimidin-2-yl]propyl]amino]-4-oxo-1-[1-[6-(trifluoromethyl)-3-pyridyl]ethyl]-5H-pyrazolo[3,4-d]pyrimidine-3-carbonitrile CN(C=1NC(C2=C(N1)N(N=C2C#N)C(C)C=2C=NC(=CC2)C(F)(F)F)=O)C(CC)C2=NC=C(C=N2)OC(F)(F)F